(2R,6R)-2,6-dimethyl-4-(3-(3-methyl-1H-indazol-5-yl)imidazo[1,2-b]pyridazin-6-yl)morpholine C[C@@H]1CN(C[C@H](O1)C)C=1C=CC=2N(N1)C(=CN2)C=2C=C1C(=NNC1=CC2)C